1-(4-(3-HYDROXYPENTAN-3-YL)PYRIDIN-2-YL)-N-(6-METHOXY-1-METHYL-1H-INDAZOL-7-YL)-1H-PYRAZOLE-4-SULFONAMIDE OC(CC)(CC)C1=CC(=NC=C1)N1N=CC(=C1)S(=O)(=O)NC=1C(=CC=C2C=NN(C12)C)OC